[Al].[V].[Ti] titanium-vanadium-aluminum